8-bromo-6-chloro-2,3-dimethylpyrido[3,2-d]pyrimidin-4(3H)-one BrC1=CC(=NC2=C1N=C(N(C2=O)C)C)Cl